C(C1=CC=CC=C1)N1C(C2=C(C=3C=CC=NC13)CCN(C2)CC2=C(C=CC=C2)F)=O 6-benzyl-3-(2-fluorobenzyl)-2,3,4,6-tetrahydropyrido[3,4-c][1,8]naphthyridin-5(1H)-one